N-((2-(2,6-dioxopiperidin-3-yl)-1-oxoisoindolin-5-yl)methyl)-3-methylbenzo[b]thiophene-2-carboxamide O=C1NC(CCC1N1C(C2=CC=C(C=C2C1)CNC(=O)C1=C(C2=C(S1)C=CC=C2)C)=O)=O